4-{4-[(3-fluoro-2-hydroxyphenyl)methyl]piperazin-1-yl}-1,6-dimethyl-2-oxo-1,2-dihydro-1,5-naphthyridine-3-carbonitrile FC=1C(=C(C=CC1)CN1CCN(CC1)C1=C(C(N(C2=CC=C(N=C12)C)C)=O)C#N)O